hexadecadiene-8-ene C=CC=CCCCC=CCCCCCCC